CC1=CC(=C2C(=C1)OC3=C(O2)C(=O)C(=C4C3(C5C(=CC(=O)C5(C4=O)C)C)C)O)O The molecule is an organic heteropentacyclic compound and polyketide that is 11a,11b-dihydrobenzo[b]cyclopenta[2,3]indeno[4,5-e][1,4]dioxine-6,8,9(8aH)-trione which is substituted by hydroxy groups at positions 4 and 7, and by methyl groups at the 2, 8a, 11 and 11b positions. A cathepsin K inhibitor, it was first isolated from Paecilomyces carneus and subsequently obtained from Aspergillus nidulans cocultivated with a soil-dwelling actinomycete. It has a role as an EC 3.4.22.38 (cathepsin K) inhibitor and a fungal metabolite. It is a polyketide, a member of phenols and an organic heteropentacyclic compound.